N-((2-(6-(2,2-difluorocyclopropyl)-2,3-dihydro-4H-pyrido[3,2-b][1,4]oxazin-4-yl)-1,6-naphthyridin-7-yl)methyl)-3-fluoro-1-(methylsulfonyl)-1H-indole-6-carboxamide FC1(C(C1)C=1C=CC=2OCCN(C2N1)C1=NC2=CC(=NC=C2C=C1)CNC(=O)C1=CC=C2C(=CN(C2=C1)S(=O)(=O)C)F)F